OC1=C(C=NNC(C(C)OC2=CC(=CC=C2)F)=O)C=CC=C1 N'-(2-hydroxybenzylidene)-2-(3-fluorophenoxy)propionyl-hydrazine